tert-butyl (6-(hydroxymethyl)-5-(tetrahydrofuran-3-yl)pyridin-2-yl)carbamate OCC1=C(C=CC(=N1)NC(OC(C)(C)C)=O)C1COCC1